N-(5-(aminomethyl)-2-(furan-2-yl)phenyl)benzenesulfonamide isopropyl-trans-N-[4-[5-[4-[2-oxo-2-(piperidin-1-yl)ethyl]-2-(ethyl-sulfamoyl)phenyl]thiazol-2-yl]cyclohexyl]carbamate C(C)(C)OC(N[C@@H]1CC[C@H](CC1)C=1SC(=CN1)C1=C(C=C(C=C1)CC(N1CCCCC1)=O)S(NCC)(=O)=O)=O.NCC=1C=CC(=C(C1)NS(=O)(=O)C1=CC=CC=C1)C=1OC=CC1